(1R,2S,5S)-N-{(1S)-1-cyano-2-[(3S)-2-oxopyrrolidin-3-yl]ethyl}-6,6-dimethyl-3-(N-propanoyl-L-valyl)-3-azabicyclo[3.1.0]hexane-2-carboxamide C(#N)[C@H](C[C@H]1C(NCC1)=O)NC(=O)[C@@H]1[C@H]2C([C@H]2CN1C([C@@H](NC(CC)=O)C(C)C)=O)(C)C